2-azaspiro[3.3]heptan-6-ol hydrochloride Cl.C1NCC12CC(C2)O